7-bromo-6-fluoropyrrolo[1,2-a]quinoxalin-4(5H)-one BrC=1C(=C2NC(C=3N(C2=CC1)C=CC3)=O)F